ClC1=C(C=C(CNC(CC)=O)C=C1)C=1NC(C=C(N1)C=1C=NC(=CC1)OCC1CC1)=O N-(4-chloro-3-{4-[6-(cyclopropylmethoxy)pyridin-3-yl]-6-oxo-1,6-dihydropyrimidin-2-yl}benzyl)propanamide